3-chloro-6-(5-((isopropyl-(methyl)amino)methyl)-1H-tetrazol-1-yl)pyridine ClC=1C=NC(=CC1)N1N=NN=C1CN(C)C(C)C